(R)-1-(6-bromoquinazolin-4-yl)piperidine-3-carboxylic acid ethyl ester C(C)OC(=O)[C@H]1CN(CCC1)C1=NC=NC2=CC=C(C=C12)Br